FC(CCN1CCC2(CS(C2)(=O)=O)CC1)C=1C=NC(=CC1)C(F)(F)F 7-(3-Fluoro-3-(6-(trifluoromethyl)pyridin-3-yl)propyl)-2-thia-7-azaspiro[3.5]nonane 2,2-dioxide